(2-((2-(Benzo[d]thiazol-2-ylamino)-5-chloropyrimidin-4-yl)amino)phenyl)dimethylphosphine oxide S1C(=NC2=C1C=CC=C2)NC2=NC=C(C(=N2)NC2=C(C=CC=C2)P(C)(C)=O)Cl